COCO[C@H](C([C@H](CC=O)O[Si](CC)(CC)CC)(C)C)\C=C\C (3S,5S,E)-5-(methoxymethoxy)-4,4-dimethyl-3-((triethylsilyl)oxy)oct-6-enal